(R)-8-bromo-2-methyl-2,3-dihydro-1H-pyrido[2,3-b][1,4]diazepine-4(5H)-one BrC1=CC2=C(NC(C[C@H](N2)C)=O)N=C1